3-(5-(trifluoromethyl)-2,3-dihydrobenzofuran-2-yl)benzenesulfonyl chloride FC(C=1C=CC2=C(CC(O2)C=2C=C(C=CC2)S(=O)(=O)Cl)C1)(F)F